N(=[N+]=[N-])CCCCOCC1=NN(C(=C1C1=CC=C(C=C1)[N+](=O)[O-])C)COCC[Si](C)(C)C 2-[[3-(4-azidobutoxymethyl)-5-methyl-4-(4-nitrophenyl)pyrazol-1-yl]methoxy]ethyl-trimethyl-silane